N1=CNC2=C1C=C1C(=C2)OC=CO1 [1,4]dioxino[2,3-f]benzimidazol